CN(C)C=C1C(C2=CC=CC=C2C1=O)=O 2-(dimethylaminomethylene)indane-1,3-dione